C1=C2N3C(C=CC=C3C=C1)=CC=C2 pyrido[2,1,6-de]quinolizine